Cl.COCC1CC(C1)N 3-(methoxymethyl)cyclobutane-1-amine hydrochloride